C(C)(C)(C)C1CCC(CC1)OC(=O)OOC(=O)OC1CCC(CC1)C(C)(C)C di-(4-t-butylcyclohexyl)-peroxydicarbonate